C(C)(=O)NC(CC=1C=CC(=C(C(=O)O)C1)CC(=O)O)C(NC1C(N(CCCC1)CC1=CC=C(C=C1)C1=CC=CC=C1)=O)=O 5-[2-Acetylamino-2-(1-biphenyl-4-ylmethyl-2-oxo-azepan-3-ylcarbamoyl)-ethyl]-2-carboxymethyl-benzoic acid